p-fluorophenyl-nicotinyl alcohol FC1=CC=NC=C1C(C1=CC=CC=C1)O